C(C)(C)(C)O[C@H]1[C@@H](C[C@H]2N(CCC3=CC(=C(C=C23)OC)C2(CCC2)C#N)C1)O ((2R,3R,11bR)-3-(tert-butoxy)-2-hydroxy-10-methoxy-1,3,4,6,7,11b-hexahydro-2H-pyrido[2,1-a]isoquinolin-9-yl)cyclobutane-1-carbonitrile